[Na+].[Na+].C(CS(=O)(=O)[O-])S(=O)(=O)[O-].[Na+] sodium 1,2-ethanedisulfonic acid disodium salt